4-(4-chlorobenzyl)-1-(4-(1-(Tetrahydro-2H-pyran-2-yl)-1H-pyrazol-4-yl)phenyl)piperidine ClC1=CC=C(CC2CCN(CC2)C2=CC=C(C=C2)C=2C=NN(C2)C2OCCCC2)C=C1